2-{[(1S)-1-(4-{4-[4-(but-2-ynoyl)piperazin-1-yl]tetrahydro-2H-pyran-4-yl}phenyl)ethyl]amino}-8-(propan-2-yl)pyrido[2,3-d]pyrimidin-7(8H)-one C(C#CC)(=O)N1CCN(CC1)C1(CCOCC1)C1=CC=C(C=C1)[C@H](C)NC=1N=CC2=C(N1)N(C(C=C2)=O)C(C)C